N[C@H](C)C=1C=C(C=C2C(N(C(=NC12)C1CCOCC1)C(C)C)=O)Cl (R)-8-(1-aminoethyl)-6-chloro-3-isopropyl-2-(tetrahydro-2H-pyran-4-yl)quinazolin-4(3H)-one